CNC(C1=CC=C(C=C1)N1C(=NC2=C(C1=O)C=C(N=C2)C)[C@H]2NCCC2)=O (S)-N-methyl-4-(6-methyl-4-oxo-2-(pyrrolidin-2-yl)pyrido[3,4-d]pyrimidin-3(4H)-yl)benzamide